N1(CCNCC1)C1CCC(CC1)C(=O)OCC Ethyl (1r,4r)-4-(piperazin-1-yl)cyclohexane-1-carboxylate